3-(((5,5-dimethyl-4,5-dihydro-1H-imidazol-2-yl)thio)methyl)-5,10-dihydrobenzo[e]thiazolo[3,2-a][1,3]diazepine dihydrochloride Cl.Cl.CC1(CN=C(N1)SCC1=CSC=2N1CC1=C(CN2)C=CC=C1)C